C(CCCCC)N1C=[N+](C=C1)CCCC 1-(1-hexyl)-3-butyl-imidazolium